(difluoro(2-(((3S,6S,10aS)-5-oxo-3-((1-(2-oxo-1,2-dihydropyridin-4-yl)ethyl)carbamoyl)decahydropyrrolo[1,2-a]azocin-6-yl)carbamoyl)benzo[b]thiophen-5-yl)methyl)phosphonic acid FC(C1=CC2=C(SC(=C2)C(N[C@H]2CCCC[C@@H]3N(C2=O)[C@@H](CC3)C(NC(C)C3=CC(NC=C3)=O)=O)=O)C=C1)(F)P(O)(O)=O